C12C(C3CC(CC(C1)C3)C2)(O)O 2,2-adamantanediol